1-hexadecyl-2,3-dimethylimidazole bistrifluoromethylsulfimide salt FC(F)(F)S(=N)C(F)(F)F.C(CCCCCCCCCCCCCCC)N1C(N(C=C1)C)C